(E)-3-phenylpropyl 3-(2,5-dihydroxyphenyl)acrylate OC1=C(C=C(C=C1)O)/C=C/C(=O)OCCCC1=CC=CC=C1